(Z)-2-(5-bromo-1H-indol-3-yl)-3-(4-phenoxypyridin-3-yl)acrylonitrile BrC=1C=C2C(=CNC2=CC1)/C(/C#N)=C/C=1C=NC=CC1OC1=CC=CC=C1